NC1=C2C(=NC=N1)N(N=C2C(F)F)C(C)C=2C(=C(C(=C(C#N)C2)C)C2CN(C2)CC(C)(C)O)OC 5-{1-[4-amino-3-(difluoromethyl)-1H-pyrazolo[3,4-d]pyrimidin-1-yl]ethyl}-3-[1-(2-hydroxy-2-methylpropyl)azetidin-3-yl]-4-methoxy-2-methylbenzonitrile